C(C)(C)(C)OC(=O)N1[C@@H](CN([C@H](C1)CC)C=1C=2N(N(C(C1)=O)C)C=C(N2)C=O)CC (2R,5S)-2,5-diethyl-4-(2-formyl-5-methyl-6-oxo-5,6-dihydroimidazo[1,2-b]pyridazin-8-yl)piperazine-1-carboxylic acid tert-butyl ester